2-[(2S)-1,4-Dioxan-2-ylmethyl]-N-[2-(1H-imidazol-4-yl)ethyl]-8-(trifluoromethyl)-4,5-dihydro-2H-furo[2,3-g]indazol-7-carboxamid O1[C@H](COCC1)CN1N=C2C3=C(CCC2=C1)OC(=C3C(F)(F)F)C(=O)NCCC=3N=CNC3